(R)-2-chloro-8-methyl-N-(5-methyl-6-(1H-1,2,3-triazol-1-yl)pyridin-3-yl)-8-(trifluoromethyl)-7,8-dihydro-6H-pyrazolo[1,5-a]pyrrolo[2,3-e]pyrimidine-6-carboxamide ClC1=NN2C(N=CC3=C2[C@@](CN3C(=O)NC=3C=NC(=C(C3)C)N3N=NC=C3)(C(F)(F)F)C)=C1